CC(C)(C#CC(C)(OOC(C)(C)C)C)OOC(C)(C)C 2,5-dimethyl-2,5-di-(t-butylperoxy)hex-3-yne